CN(CCN(CCC[Si](OC)(OC)OC)C)C N,N,N'-trimethyl-N'-[3-(trimethoxysilyl)propyl]ethane-1,2-diamine